[(1R,8S)-9-bicyclo[6.1.0]non-4-ynyl]methanol [C@H]12CCC#CCC[C@@H]2C1CO